6-((4-((S)-3-(3-cyano-5-fluorophenyl)isoxazolidine-2-carbonyl)cyclohexyl)amino)pyrimidine-4-carbonitrile C(#N)C=1C=C(C=C(C1)F)[C@H]1N(OCC1)C(=O)C1CCC(CC1)NC1=CC(=NC=N1)C#N